N-(5-(3,5-difluorobenzyl)-1H-indazol-3-yl)-2-(isopropylamino)-4-(piperazin-1-yl)benzamide FC=1C=C(CC=2C=C3C(=NNC3=CC2)NC(C2=C(C=C(C=C2)N2CCNCC2)NC(C)C)=O)C=C(C1)F